tert-Butyl (3-(3-chlorophenyl)-1-oxo-1-((4-(1-(phenylsulfonyl)-1H-pyrrolo[2,3-b]pyridin-4-yl)phenyl)amino)propan-2-yl)carbamate ClC=1C=C(C=CC1)CC(C(NC1=CC=C(C=C1)C1=C2C(=NC=C1)N(C=C2)S(=O)(=O)C2=CC=CC=C2)=O)NC(OC(C)(C)C)=O